N-(3-(3,4-dihydroisoquinolin-2(1H)-yl)-2-hydroxypropyl)-4,5,6,7-tetrahydrothieno[3,2-c]pyridine-2-carboxamide C1N(CCC2=CC=CC=C12)CC(CNC(=O)C1=CC=2CNCCC2S1)O